ClC=1C=CC(=C2C=CC=NC12)C1CCNCC1 8-chloro-5-(piperidin-4-yl)quinoline